(4-((3-chlorobenzyl)amino)phenyl)acetic acid ClC=1C=C(CNC2=CC=C(C=C2)CC(=O)O)C=CC1